2-cyclobutyl-N-(5-(6-(1-methyl-1H-indazol-6-yl)pyrazin-2-yl)thiophen-3-yl)acetamide C1(CCC1)CC(=O)NC1=CSC(=C1)C1=NC(=CN=C1)C1=CC=C2C=NN(C2=C1)C